8-methoxycarbonyl-7-nitro-10-(thiophene-2-carbonyl)-1,2,3,4-tetrahydropyrimidino[1,2-a]indole COC(=O)C1=CC=2C(=C3N(C2C=C1[N+](=O)[O-])CCCN3)C(=O)C=3SC=CC3